S1C(=NC2=C1C=CC=C2)C=2C(OC=1C(C2)=CC=2C(CCN3CCC(C1C23)(C)C)(C)C)=O 10-(2-benzothiazolyl)-1,1,7,7-tetramethyl-2,3,6,7-tetrahydro-1H,5H,11H-benzopyrano[6,7,8-ij]-quinolizin-11-one